N-(3,4-dichloro-2-fluoro-phenyl)-6-(3-piperidyl)quinazolin-4-amine ClC=1C(=C(C=CC1Cl)NC1=NC=NC2=CC=C(C=C12)C1CNCCC1)F